4-methyl-3-(3-pyridyl)-N-[4-(trifluoromethoxy)phenyl]benzamide CC1=C(C=C(C(=O)NC2=CC=C(C=C2)OC(F)(F)F)C=C1)C=1C=NC=CC1